ClCC(=O)[O-].[Al+3].ClCC(=O)[O-].ClCC(=O)[O-] aluminum chloroacetate